ClC=1N=C(C2=C(N1)C(=C(N=C2)C2=CC=CC1=CC=CC(=C21)Cl)F)Cl 2,4-dichloro-7-(8-chloro-1-naphthyl)-8-fluoro-pyrido[4,3-d]pyrimidine